borate-acridine-9(10H)-one C1=CC=CC=2NC3=CC=CC=C3C(C12)=O.B(O)(O)O